7-(6-((1R,2R,3S,5S)-2-fluoro-8-azabicyclo[3.2.1]oct-3-yloxy)pyridazin-3-yl)-6-hydroxy-2-methylisoquinolin-1(2H)-one F[C@@H]1[C@H]2CC[C@@H](C[C@@H]1OC1=CC=C(N=N1)C1=C(C=C3C=CN(C(C3=C1)=O)C)O)N2